C(C)(=O)C1=CC=C2C(N(C(C2=C1)=O)CC1=CC=C(C=C1)Cl)(OCC1(COC1)CO)C1=CC=C(C=C1)Cl 6-Acetyl-2-(4-chlorobenzyl)3-(4-chlorophenyl)-3-((3-(hydroxymethyl)oxetan-3-yl)methoxy)isoindolin-1-one